N1(C=NC=C1)CCCNC(=O)C1=NN2C(N=C(C=C2C2=CC=CC=C2)C2=CC=C(C=C2)C(F)(F)F)=C1 N-(3-(1H-imidazol-1-yl)propyl)-7-phenyl-5-(4-(trifluoromethyl)phenyl)pyrazolo[1,5-a]pyrimidine-2-carboxamide